N1CC(C1)C1=CC=C(C=C1)C1=CC=NN1C 5-[4-(Azetidin-3-yl)phenyl]-1-methyl-pyrazole